1-(Benzo[d]thiazol-4-yl)-N-(5-cyano-2-methyl-4-(2H-1,2,3-triazol-2-yl)phenyl)-5-(trifluoromethyl)-1H-pyrazol-4-carboxamid S1C=NC2=C1C=CC=C2N2N=CC(=C2C(F)(F)F)C(=O)NC2=C(C=C(C(=C2)C#N)N2N=CC=N2)C